CN(C)CC1=NC2=C(C=CC=C2C=C1)NS(=O)(=O)C1CC1 N-(2-((Dimethylamino)methyl)quinolin-8-yl)cyclopropanesulfonamide